COC1=C(C=C(C2=CC=CC=C12)C(C)N)C=1C=NN(C1)C 1-(4-methoxy-3-(1-methyl-1H-pyrazol-4-yl)naphthalen-1-yl)ethan-1-amine